2-(ethylsulfonyl)-N-isopropyl-3-(5-(2,2,3,3,3-pentafluoropropoxy)pyridin-2-yl)pyrazolo[1,5-a]pyrimidin-7-amine C(C)S(=O)(=O)C1=NN2C(N=CC=C2NC(C)C)=C1C1=NC=C(C=C1)OCC(C(F)(F)F)(F)F